NC1=CC=C(C=C1)C(O)C1=C(C=CC=C1)OC (4-aminophenyl)(2-methoxyphenyl)methanol